C(CC)(=O)OC1CC2C3C=CCC3C1C2 3a,4,5,6,7,7a-hexahydro-1H-4,7-methanoinden-6-yl propionate